4-({4'-fluoro-[1,1'-biphenyl]-2-yl}amino)butyronitrile FC1=CC=C(C=C1)C1=C(C=CC=C1)NCCCC#N